FC=1C=C(CNC=2C=C3C(=NNC3=CC2)/C=C/C(=O)N(C)C)C=C(C1)F (E)-3-(5-((3,5-difluorobenzyl)amino)-1H-indazol-3-yl)-N,N-dimethylacrylamide